C[C@H]1NC(COC=2C=CC=C(C3=NNC=4C=CC(OC[C@@H]1C)=CC34)C2)=O (11R,12R)-11,12-dimethyl-7,14-dioxa-10,19,20-triazatetracyclo[13.5.2.12,6.018,21]tricosa-1(20),2,4,6(23),15(22),16,18(21)-heptaen-9-one